(((tert-butyldiphenylsilyl)oxy)methyl)cyclobutane-1-carboxylic acid [Si](C1=CC=CC=C1)(C1=CC=CC=C1)(C(C)(C)C)OCC1(CCC1)C(=O)O